BrC=1C=C(C2=C(C=C(O2)CN2CC=3N=CN=CC3C2=O)C1)C(=O)OC Methyl 5-bromo-2-((5-oxo-5,7-dihydro-6H-pyrrolo[3,4-d]pyrimidin-6-yl)methyl)benzofuran-7-carboxylate